methyl-(R)-(5-((2-amino-2,4-dimethylpent-4-en-1-yl) oxy)-4-(trifluoromethyl)-(2,4'-bipyridin)-2'-yl) carbamate C(N)(OC1=NC=CC(=C1)C1=NC=C(C(=C1C)C(F)(F)F)OC[C@](CC(=C)C)(C)N)=O